ClC1=CC=C(C(=N1)C(=O)O)N[C@H](C)C1=C2N=C(C(=NC2=CC(=C1)C)C#N)N1C(C2=CC=CC=C2C1)CO 6-chloro-3-(((1R)-1-(2-cyano-3-(1-(hydroxymethyl)isoindolin-2-yl)-7-methylquinoxalin-5-yl)ethyl)amino)picolinic acid